OC1=C(C(=O)NCCCCCCCC(=O)O)C=CC=C1 8-(2-hydroxybenzamido)caprylic acid